N1C=C(C2=CC=CC=C12)C1=C(C=CC(=C1)C(F)(F)F)S(=O)(=O)N(C)C (1H-indol-3-yl)-N,N-dimethyl-4-(trifluoromethyl)benzenesulfonamide